C(C1=CC=CC=C1)N1C(=NC2=NC=C(C=C21)C=2C(=NOC2C)C)NC2CCCC2 1-benzyl-N-cyclopentyl-6-(3,5-dimethylisoxazol-4-yl)-1H-imidazo[4,5-b]pyridin-2-amine